N1C=NC2=C1C=C(C=C2)N2CCN(CC2)CC2=CC=C1C(N(C(NC1=C2)=O)CC)=O 7-((4-(1H-benzo[d]imidazol-6-yl)piperazin-1-yl)methyl)-3-ethylquinazoline-2,4(1H,3H)-dione